ClC1=CC=C(C=C1)C#CCOC1=C(C=C(C=C1)CCNC([C@H](C(C)C)NS(=O)(=O)C)=O)OC (2S)-N-[2-[4-[[3-(4-chlorophenyl)-2-propynyl]oxy]-3-methoxyphenyl]ethyl]-3-methyl-2-[(methylsulfonyl)amino]butanamide